5-(p-Methoxyphenyl)-6-(1-{[p-(trifluoromethyl)phenyl]methyl}-1H-pyrazol-4-yl)-4-pyrimidinylamine COC1=CC=C(C=C1)C=1C(=NC=NC1C=1C=NN(C1)CC1=CC=C(C=C1)C(F)(F)F)N